FC1=CN=C2C[C@H](CNC2=C1)[C@@H](C1=CC=CC=C1)NC[C@H](C)C=1C=C(C=CC1)C1(CC1)C(=O)O |&1:20| 1-(3-((R and S)-1-(((S)-((R)-7-fluoro-1,2,3,4-tetrahydro-1,5-naphthyridin-3-yl)(phenyl)methyl)amino)propan-2-yl)phenyl)cyclopropane-1-carboxylic acid